C(C)NC=1SC=CC1 2-ethylamino-thiophene